CCCCCCCC/C=C\\CCCCCCCCOC[C@H](COP(=O)([O-])OCC[N+](C)(C)C)O The molecule is a 1-alkyl-sn-glycero-3-phosphocholine in which the alkyl group is specified as oleyl (9Z-octadecenyl). It is a 1-alkyl-sn-glycero-3-phosphocholine and a lysophosphatidylcholine O-18:1.